1-(3-(2-fluorophenyl)isoxazol-5-yl)ethan-1-ol FC1=C(C=CC=C1)C1=NOC(=C1)C(C)O